NC=1N=NC(=CC1N1CC2CCC(C1)N2C2=CC(=NC=C2)C#CCN2CC(C2)C(=O)OC)C2=C(C=CC=C2)O methyl 1-[3-[4-[3-[3-amino-6-(2-hydroxyphenyl)pyridazin-4-yl]-3,8-diazabicyclo[3.2.1]octan-8-yl]-2-pyridyl]prop-2-ynyl]azetidine-3-carboxylate